FC(C1=C(C=CC=C1)C1=CC(=CC2=C1C(N1[C@@H](CO2)C[C@@H](C1)OC1=CC=C2CCC(NC2=C1)=O)=O)C)F (2S,11aR)-6-(2-(difluoromethyl)phenyl)-8-methyl-2-((2-oxo-1,2,3,4-tetrahydroquinolin-7-yl)oxy)-2,3,11,11a-tetrahydro-1H,5H-benzo[f]pyrrolo[2,1-c][1,4]oxazepin-5-one